C(C)(C)C1=CN(C=C1)S(=O)(=O)C1=CC=C(C)C=C1 3-isopropyl-1-tosyl-1H-pyrrole